NC=1C2=C(N=CN1)N(C(=C2C2=CC=C(C=C2)OC2=NC=CC(=N2)C)C2=C(C(=NN2C)NC(C(=C)C)=O)C)C N-[5-(4-amino-7-methyl-5-[4-[(4-methylpyrimidin-2-yl)oxy]phenyl]pyrrolo[2,3-d]pyrimidin-6-yl)-1,4-dimethylpyrazol-3-yl]-2-methylpropan-2-enamide